N1N=CC(=C1)C=1C2=C(C(=NC1)NCC=1C=C(C(=O)NCC3=NN(C=C3)C)C=CC1)CCO2 3-(((7-(1H-pyrazol-4-yl)-2,3-dihydrofuro[3,2-c]pyridin-4-yl)amino)methyl)-N-((1-methyl-1H-pyrazol-3-yl)methyl)benzamide